FC1(CN(C1)C(\C=C/N1N=C(N=C1)C1=CC(=CC(=C1)C(F)(F)F)OC(C)C)=O)F (Z)-1-(3,3-difluoroazetidin-1-yl)-3-(3-(3-isopropoxy-5-(trifluoromethyl)phenyl)-1H-1,2,4-triazol-1-yl)prop-2-en-1-one